C(C)(C)(C)OC(NC1=C(C(=C(C=C1)F)NC(C1=C(C=CC(=C1)NC(=O)[C@@H]1C([C@H]1C1=CC(=C(C(=C1)Cl)Cl)Cl)(Cl)Cl)Cl)=O)F)=O (3-(2-chloro-5-((1R,3R)-2,2-dichloro-3-(3,4,5-trichlorophenyl)cyclopropane-1-carboxamido)benzoylamino)-2,4-difluorophenyl)carbamic acid tert-butyl ester